N1=CC(=CC=C1)C(=O)NN pyridine-3-carbohydrazide